Benzoylglycinate C(C1=CC=CC=C1)(=O)NCC(=O)[O-]